bromo-8''-methyl-2''H-dispiro[cyclopentane-1,1'-cyclopentane-3',3''-imidazo[1,5-a]pyridine]-1'',5''-dione BrN1C2(N3C(=C(C=CC3=O)C)C1=O)CC1(CC2)CCCC1